2-(2-hydroxy-3,5-di-α-cumylphenyl)-2H-benzotriazole OC1=C(C=C(C=C1C(C)(C)C1=CC=CC=C1)C(C)(C)C1=CC=CC=C1)N1N=C2C(=N1)C=CC=C2